(R)-6-(3-(trifluoromethyl)morpholino)-quinoline-4-carboxylic acid tert-butyl ester C(C)(C)(C)OC(=O)C1=CC=NC2=CC=C(C=C12)N1[C@H](COCC1)C(F)(F)F